5-cyano-2-methyl-3-iodo-1-(tricyclo[3.3.1.13,7]dec-1-ylmethyl)-1H-pyrrole C(#N)C1=CC(=C(N1CC12CC3CC(CC(C1)C3)C2)C)I